1,8-divinyl-perfluorooctane C(=C)C(C(C(C(C(C(C(C(C=C)(F)F)(F)F)(F)F)(F)F)(F)F)(F)F)(F)F)(F)F